ClC1=CC=C(C2=CC=CC=C12)N1N=C(C(=C1F)C(F)(F)F)OC 1-(4-chloro-1-naphthyl)-5-fluoro-3-methoxy-4-trifluoromethylpyrazole